O=S1(C[C@H](CCC1)N)=O (3S)-1,1-dioxothian-3-amine